ClC1=CC=C(C=C1)C1CN(CCN1)C(=O)OC(C)(C)C tert-butyl 3-(4-chlorophenyl)piperazine-1-carboxylate